C1(=CC=CC=C1)C=1OC2=C(N1)C=CC(=C2)C2=CC=C(C=C2)C2=CC=C(C=C2)N 4'-(2-phenyl-benzoxazol-6-yl)-biphenyl-4-yl-amine